(S)-6-(3-(2-(Hydroxymethyl)pyrrolidin-1-yl)propyl)-2,3-dimethoxy-5H-[1,3]dioxolo[4'',5'':5',6']pyrido[3',2':4,5]cyclopenta[1,2-c]isoquinoline-5,12(6H)-dione OC[C@H]1N(CCC1)CCCN1C(C2=CC(=C(C=C2C2=C1C1=C(C2=O)C=C2C(=N1)OCO2)OC)OC)=O